C(C1=CC=NC=C1)(=O)NNC(C(=O)OCC)=O ethyl 2-(2-isonicotinoylhydrazineyl)-2-oxoacetate